2-methyl-4-oxa-1-azatricyclo[7.3.1.05,13]tridecane-5(13),6,8,11-tetraen-10-one CC1N2C=CC(C3=CC=CC(OC1)=C23)=O